1',1'-difluoro-3-(5-fluoro-1H-pyrazolo[3,4-b]pyridin-4-yl)-2-(5-fluoro-2-pyridinyl)spiro[4,6-dihydropyrrolo[1,2-b]pyrazole-5,2'-cyclopropane] FC1(C2(C1)CC=1N(N=C(C1C1=C3C(=NC=C1F)NN=C3)C3=NC=C(C=C3)F)C2)F